C1(=CC=CC=C1)SC(C(F)(F)F)(C(C(C(F)(F)F)(F)F)(F)F)C(F)(F)F (1,1,1,3,3,4,4,5,5,5-decafluoro-2-trifluoromethylpentan-2-yl) (phenyl) sulfide